OC1=CC=C(C=C1)C1=CC(C=2C(=C3C=CC(OC3=CC2)(C)C)O1)=O 2-(4-hydroxyphenyl)-8,8-dimethyl-4H,8H-pyrano[2,3-f]chromen-4-one